2,4-dimethyl-3-cyclohexaneformaldehyde CC1CCCC(C1C=O)C